tert-butyl N-(6-fluoro-7-isoquinolyl)carbamate FC=1C=C2C=CN=CC2=CC1NC(OC(C)(C)C)=O